CN1CC2=C(C=CC=C2C=C1C1=CC=C(C=C1)[N+](=O)[O-])OC 2-methyl-3-(4-nitrophenyl)-8-methylOxyisoquinoline